FC1(CCN(CC1)C(=O)C1=CC2=CC=CC(=C2C=C1)C=1C=C2C=CC=NC2=CC1C)F (4,4-difluoropiperidin-1-yl)(5-(7-methylquinolin-6-yl)naphthalen-2-yl)methanone